CC(CO)(CO)NCCN1C=CC2=CC=C(C=C12)OCCC1=CC(=CC=C1)OC 2-methyl-2-((2-(6-(3-methoxyphenylethoxy)-1H-indol-1-yl)ethyl)amino)propane-1,3-diol